S1C=CC2=C1C=CC=C2N2CC[N+]1(CCCC1)CC2 8-(1-benzothiophen-4-yl)-8-aza-5-azoniaspiro[4.5]decane